SN1C(COCC1)CC N-mercapto-ethylmorpholine